CS(=O)(=O)C1=CC(=C(C=C1)NCC#CC=1N(C=2C=CC=C(C2C1)NC1CCC(CC1)N1CC2(COC2)C1)CC(F)(F)F)C(F)(F)F 2-(3-{[4-methanesulfonyl-2-(trifluoromethyl)phenyl]amino}prop-1-yn-1-yl)-N-[(1R,4R)-4-{2-oxa-6-azaspiro[3.3]heptan-6-yl}cyclohexyl]-1-(2,2,2-trifluoroethyl)-1H-indol-4-amine